C(C)C1CC(CC1)=CC(C=O)C 3-(3-ethylcyclopentylidene)-2-methylpropanal